Cl.N(N)C(=O)N1C(\C(\C2=CC=C(C=C12)C(=O)OC)=C(\C1=CC=CC=C1)/NC1=CC=C(C=C1)N(C(CN1CCN(CC1)C)=O)C)=O methyl (3Z)-1-(hydrazinocarbonyl)-3-[[4-[methyl-[2-(4-methylpiperazin-1-yl) acetyl] amino] anilino]-phenyl-methylene]-2-oxo-indole-6-carboxylate hydrochloride